C(C)N1N=CC=C1C(=O)NC(C1CCC(CC1)F)C=1OC2=C(N1)C=C(C=C2F)C(COC)N2C(NC(C2)C(F)(F)F)=O 1-ethyl-N-((7-fluoro-5-(2-methoxy-1-(2-oxo-4-(trifluoromethyl)imidazolidin-1-yl)ethyl)benzo[d]oxazol-2-yl)(4-fluorocyclohexyl)methyl)-1H-pyrazole-5-carboxamide